sodium β-hydroxy-β-methylbutyrate OC(CC(=O)[O-])(C)C.[Na+]